2-((2-((2-methoxy-4-(4-(methylamino)piperidine-1-yl)phenyl)amino)-5-(trifluoromethyl)pyridin-4-yl)amino)-N-methylbenzamide COC1=C(C=CC(=C1)N1CCC(CC1)NC)NC1=NC=C(C(=C1)NC1=C(C(=O)NC)C=CC=C1)C(F)(F)F